[CH-]1[CH-]CCC1 Cyclopentanediide